2-(Thien-3-yl)ethane-2,2-d2-1-ol S1C=C(C=C1)C(CO)([2H])[2H]